1-[6-[[6-[(2S)-1-hydroxypropan-2-yl]-8-piperidin-1-ylpyrido[3,4-d]pyrimidin-2-yl]amino]pyridin-3-yl]piperazin-2-one OC[C@@H](C)C1=CC2=C(N=C(N=C2)NC2=CC=C(C=N2)N2C(CNCC2)=O)C(=N1)N1CCCCC1